OCC(O)CS monothioglycerol